2-ethyl-1-hexanoat C(C)C(C(=O)[O-])CCCC